(R)-N-(5-((5-chloro-4-(1,7-dimethyl-1H-indol-3-yl)pyrimidin-2-yl)amino)-2-(3-(dimethylamino)pyrrolidin-1-yl)phenyl)acetamide ClC=1C(=NC(=NC1)NC=1C=CC(=C(C1)NC(C)=O)N1C[C@@H](CC1)N(C)C)C1=CN(C2=C(C=CC=C12)C)C